C(N)(=N)C1=CC=C(OCCCCCOC=2C=CC(=NC2)C(N)=N)C=C1 5-(5-(4-carbamimidoylphenoxy)-pentyloxy)picolin-imidamide